3-(6-amino-5-carbamoyl-4'-sulfamoyl-[1,1'-biphenyl]-3-yl)prop-2-yn-1-yl-2-methoxybenzoic acid NC1=C(C=C(C=C1C1=CC=C(C=C1)S(N)(=O)=O)C#CCC=1C(=C(C(=O)O)C=CC1)OC)C(N)=O